Ethyl (S)-3-(5-cyclopropyl-3',4-difluoro-2',4'-dimethyl-6'-(pent-4-en-1-yloxy)-[1,1'-biphenyl]-3-yl)-3-((R)-2-((methylsulfonyl)oxy)pent-4-enamido)propanoate C1(CC1)C=1C(=C(C=C(C1)C1=C(C(=C(C=C1OCCCC=C)C)F)C)[C@H](CC(=O)OCC)NC([C@@H](CC=C)OS(=O)(=O)C)=O)F